ClC1=C(C=CC=C1)N1N=CC2=C1COC[C@H]2NC(=O)C=2N=CN1C2CCCC1 (S)-N-(1-(2-chlorophenyl)-1,4,5,7-tetrahydropyrano[3,4-c]pyrazol-4-yl)-5,6,7,8-tetrahydroimidazo[1,5-a]pyridine-1-carboxamide